n-octyl triacontanoate C(CCCCCCCCCCCCCCCCCCCCCCCCCCCCC)(=O)OCCCCCCCC